5-oxo-8-{4-(trifluoromethyl)phenoxy}-5,6,7,8-tetrahydroquinoline-2-carbonitrile O=C1C=2C=CC(=NC2C(CC1)OC1=CC=C(C=C1)C(F)(F)F)C#N